BrC=1C=CC2=CN(N=C2C1F)C(C(=O)OCC)C1=C2N(C=N1)CCC2 ethyl 2-(6-bromo-7-fluoro-indazol-2-yl)-2-(6,7-dihydro-5H-pyrrolo[1,2-c]imidazol-1-yl)acetate